Phenanthrenyltriethoxysilane C1(=CC=CC=2C3=CC=CC=C3C=CC12)[Si](OCC)(OCC)OCC